4,5-Dibromofuran BrC=1C=COC1Br